C([O-])(O)=O.C(C)C(CN1C=[N+](C=C1)CCCCCCCCCCCCCCCCCC)CCCC 1-(2-ethylhexyl)-3-octadecyl-imidazolium bicarbonate